N-ethyl-N-{2-[4-(6-fluoro-1,2-benzisoxazol-3-yl)piperidin-1-yl]ethyl}-3-hydroxy-propionamide C(C)N(C(CCO)=O)CCN1CCC(CC1)C1=NOC2=C1C=CC(=C2)F